N-(2-(6-(4-fluorophenethoxy)-1H-indol-1-yl)ethyl)-1,3-dimethoxy-2-methylpropan-2-amine FC1=CC=C(CCOC2=CC=C3C=CN(C3=C2)CCNC(COC)(COC)C)C=C1